palladium(II) nitrate hydrate O.[N+](=O)([O-])[O-].[Pd+2].[N+](=O)([O-])[O-]